2-amino-5'-chlorobenzophenone NC1=C(C(=O)C2=CC=CC(=C2)Cl)C=CC=C1